NC1=C(C(=O)OCCCCCC(C)C)C=CC=C1 isooctyl aminobenzoate